2-[7-Oxo-4-(propan-2-yl)-2-propyl-6H,7H-thieno[2,3-d]pyridazin-6-yl]-N-(pyrimidin-2-yl)acetamide O=C1N(N=C(C2=C1SC(=C2)CCC)C(C)C)CC(=O)NC2=NC=CC=N2